4-((cis)-6,6-difluorohexahydropyrrolo[3,2-b]pyrrol-1(2H)-yl)-2,2-dimethylbutyronitrile hydrochloride Cl.FC1(CN[C@@H]2[C@H]1N(CC2)CCC(C#N)(C)C)F